cyclopropylbutane-1,3-dione C1(CC1)C(CC(C)=O)=O